4,6-dichloro-N-(1-methyl-4-piperidyl)quinoline-3-sulfonamide ClC1=C(C=NC2=CC=C(C=C12)Cl)S(=O)(=O)NC1CCN(CC1)C